1-methoxy-1-t-amylperoxycyclohexaneN COC1(C=CCCC1)OOC(C)(C)CC